2-{[(2S)-1,4-dioxan-2-yl]methyl}-N-[2-(pyridin-2-yl)ethyl]-8-(trifluoromethyl)-2H-furo[2,3-g]indazole-7-carboxamide O1[C@H](COCC1)CN1N=C2C3=C(C=CC2=C1)OC(=C3C(F)(F)F)C(=O)NCCC3=NC=CC=C3